CNS(=O)(=O)C1=C(C=C(C=C1)B1OC(C(O1)(C)C)(C)C)C N,2-dimethyl-4-(4,4,5,5-tetramethyl-1,3,2-dioxaborolan-2-yl)benzenesulfonamide